N-(6-bromo-2,3-dihydrobenzofuran-3-yl)-5-fluoro-2-methoxybenzamide BrC1=CC2=C(C(CO2)NC(C2=C(C=CC(=C2)F)OC)=O)C=C1